FC=1C(=C(N)C=CC1)N1CCC(CC1)CN1C2COCC1C2 3-fluoro-2-[4-({3-oxa-6-azabicyclo[3.1.1]heptan-6-yl}methyl)piperidin-1-yl]aniline